1,2-dioctadecyl-sn-glycero-3-phospho-L-serine C(CCCCCCCCCCCCCCCCC)OC[C@@H](OCCCCCCCCCCCCCCCCCC)COP(=O)(O)OC[C@H](N)C(=O)O